4-methoxy-6-[(3-methyl-1H-pyrazol-1-yl)methyl]-1,2-benzoxazol-3-amine COC1=CC(=CC2=C1C(=NO2)N)CN2N=C(C=C2)C